5-(2-(2-bromopyridin-4-yl)ethyl)-5-methylfuran-2(5H)-one BrC1=NC=CC(=C1)CCC1(C=CC(O1)=O)C